5-bromo-1-methyl-3-oxo-2,3-dihydro-1H-isoindole-2-carboxylic acid tert-butyl ester C(C)(C)(C)OC(=O)N1C(C2=CC=C(C=C2C1=O)Br)C